(2S)-2-[[(2S)-2-hydroxypropanoyl]amino]-3-phenylpropanoic acid O[C@H](C(=O)N[C@H](C(=O)O)CC1=CC=CC=C1)C